4-ethynyl-2,2-dimethyl-2H-benzo[e][1,3]thiazine C(#C)C1=NC(SC2=C1C=CC=C2)(C)C